vanadium-boron-titanium [Ti].[B].[V]